3-bromo-6-chloro-benzo[b]thiophene BrC=1C2=C(SC1)C=C(C=C2)Cl